O1COC2=C1C=CC(=C2)CNC(=O)C=2C(=NC(=CC2C)N2CCOCC2)SCC N-(1,3-Benzodioxol-5-yl-methyl)-2-ethylsulfanyl-4-methyl-6-morpholin-4-yl-pyridine-3-carboxylic acid amide